CN1C=CC2=C(C=C(C=C12)N1CCNCC1)N1C(NC(CC1)=O)=O 1-(1-methyl-6-(piperazin-1-yl)-1H-indol-4-yl)dihydropyrimidine-2,4(1H,3H)-dione